C(=O)O.NC1CCC(CC1)OC1=C(C(=CC=C1)OC)C1=CC(=NN1)NC=1N=CC(=NC1)C#N 5-((5-(2-(((1r,4r)-4-Aminocyclohexyl)oxy)-6-methoxyphenyl)-1H-pyrazol-3-yl)amino)pyrazine-2-carbonitrile formic acid salt